N1=CC(=CC=C1)C(C)N 1-(pyridin-3-yl)ethan-1-amine